C(=CCCCCCCCCCCCC)O 1-tetradecene-1-ol